FC1=C(C(=O)O)C=C(C=C1)C1=CC2=C(N(CC(N(S2(=O)=O)C)CC(C)C)CC(C)C)C=C1OC1=CC=C(C=C1)F 2-fluoro-5-(7-(4-fluorophenoxy)-3,5-diisobutyl-2-methyl-1,1-dioxido-2,3,4,5-tetrahydrobenzo[f][1,2,5]thiadiazepin-8-yl)benzoic acid